α,α-difluoro-3,5-bis(trifluoromethyl)-benzeneacetic acid FC(C(=O)O)(C1=CC(=CC(=C1)C(F)(F)F)C(F)(F)F)F